N-Tertiarybutyl-acrylamide C(C)(C)(C)NC(C=C)=O